C(C)(C)(C)N1N=C(C=C1C1=NC2=C(N1COCC[Si](C)(C)C)C(=CC=C2)C)C2CC(CC2)=O 3-(1-(tert-butyl)-5-(7-methyl-1-((2-(trimethylsilyl)ethoxy)methyl)-1H-benzo[d]imidazol-2-yl)-1H-pyrazol-3-yl)cyclopentan-1-one